6'-chloro-6''-fluoro-4-hydroxy-6-oxo-1,2,3,6-tetrahydro-[2,3':5',3''-terpyridine]-5-carboxylic acid ethyl ester C(C)OC(=O)C1=C(CC(NC1=O)C=1C=NC(=C(C1)C=1C=NC(=CC1)F)Cl)O